(1R,2S,5S)-N-[cyano(1,6-naphthyridin-8-yl)methyl]-3-[(2S)-2-(3-hydroxypropanoylamino)-3,3-dimethyl-butanoyl]-6,6-dimethyl-3-azabicyclo[3.1.0]hexane-2-carboxamide C(#N)C(NC(=O)[C@@H]1[C@H]2C([C@H]2CN1C([C@H](C(C)(C)C)NC(CCO)=O)=O)(C)C)C=1C=NC=C2C=CC=NC12